6-(3,6-dihydro-2H-thiopyran-4-yl)-2-methylquinolin-4-ol S1CCC(=CC1)C=1C=C2C(=CC(=NC2=CC1)C)O